(8aS,12aR)-11-(2-methoxyphenethyl)-4-methyl-4,5,6,7,8a,9,10,11,12,12a-decahydro-[1,4]diazepino[3,2,1-hi]pyrido[4,3-b]indole COC1=C(CCN2C[C@@H]3[C@@H](N4C5=C(C=CC=C35)N(CCC4)C)CC2)C=CC=C1